2-((6-((5-chloro-2-fluoropyrimidin-4-yl)amino)-1-isopropyl-2-oxo-1,2-dihydroquinolin-3-yl)oxy)-N-methylacetamide ClC=1C(=NC(=NC1)F)NC=1C=C2C=C(C(N(C2=CC1)C(C)C)=O)OCC(=O)NC